C(C1=CC=CC=C1)N(CC(=O)O)C(=O)OC(C)(C)C N-Benzyl-N-(tert-butoxycarbonyl)glycine